BrC1=C(C=C(C=C1)S(=O)(=O)N[C@@H]([C@H](C)C1=C2CCCC2=CC=C1)C=1OC(NN1)=O)C(C)(C)O 4-bromo-N-((1S,2R)-2-(2,3-dihydro-1H-inden-4-yl)-1-(5-oxo-4,5-dihydro-1,3,4-oxadiazol-2-yl)propyl)-3-(2-hydroxypropan-2-yl)benzenesulfonamide